CC1=NOC=C1C=1C=C2C=CN(C(C2=CC1)=O)CC=1C=C(C=CC1)NC(=O)C1COC1 N-(3-((6-(3-Methylisoxazol-4-yl)-1-oxoisoquinolin-2(1H)-yl)methyl)phenyl)oxetane-3-carboxamide